NC1CCN(CC1)C=1N=C(C(=C(C(=O)O)C1)C1=C(C=C(C=C1)CC(C)(C)O)F)C1=CC(=C(C=C1)C#N)F 6-(4-aminopiperidin-1-yl)-2-(4-cyano-3-fluorophenyl)-3-(2-fluoro-4-(2-hydroxy-2-methylpropyl)phenyl)isonicotinic acid